COC(C(=C)C)(O)O methacrylic acid methyl hemiacetal